3-(2,5-Diethylfuran-3-yl)-1-{[(3R)-1-methylpiperidin-3-yl][1-(propan-2-yl)-1H-pyrazol-4-yl]sulfamoyl}urea C(C)C=1OC(=CC1NC(NS(N(C=1C=NN(C1)C(C)C)[C@H]1CN(CCC1)C)(=O)=O)=O)CC